1,3-bis(1-isocyanato-2-propyl)benzene N(=C=O)CC(C)C1=CC(=CC=C1)C(CN=C=O)C